C(CC(O)(C(=O)O)CC(=O)[O-])(=O)[O-].[Na+].[Na+].C(CC(O)(C(=O)O)CC(=O)O)(=O)O citric acid disodium citrate